(R)-N-(6-fluoropyridin-2-yl)-N-(4-methoxybenzyl)-5-methyl-6-((1-(1-phenylethyl)piperidin-4-yl)amino)pyridine-3-sulfonamide FC1=CC=CC(=N1)N(S(=O)(=O)C=1C=NC(=C(C1)C)NC1CCN(CC1)[C@H](C)C1=CC=CC=C1)CC1=CC=C(C=C1)OC